C(C)OC(=O)C=1C=C2C(C=C(NC2=CC1)C1=CC(=CC=C1)OCCC#C)=O ethyl-2-(3-(but-3-yn-1-yloxy) phenyl)-4-oxo-1,4-dihydroquinoline-6-carboxylate